C(C\C=C\CCCCCCCCC)=O (E)-3-tridecenal